8-[5-(methylamino)pyridin-2-yl]-1,4-dioxaspiro[4.5]decan-8-ol CNC=1C=CC(=NC1)C1(CCC2(OCCO2)CC1)O